dihexyl-4-aminobutyramide C(CCCCC)C(C(=O)N)(CCN)CCCCCC